C(CCCC)(=O)OP(=O)(ON)O aminophosphono valerate